7-amino-3-(2,6-difluoro-3,5-dimethoxyphenyl)-8-(3,6-dihydro-2H-pyran-4-yl)-1-methyl-3,4-dihydropyrido[4,3-d]pyrimidin-2(1H)-one NC1=C(C=2N(C(N(CC2C=N1)C1=C(C(=CC(=C1F)OC)OC)F)=O)C)C=1CCOCC1